C(CCCCCCCCCCCCCCC)N1C(=C(C(C2=C(C=C(C=C12)OC)O)=O)OC)C1=CC(=C(C=C1)O)OC N-hexadecyl-2-(3-methoxy-4-hydroxyphenyl)-3,7-dimethoxy-5-hydroxyquinolin-4-one